2-chloro-6-(4-isopropylpiperazin-1-yl)aniline tert-Butyl-2-(6-(4-fluoro-2-(isopropyl(2,2,2-trifluoroethyl)carbamoyl)phenoxy)-1,2,4-triazin-5-yl)-2,7-diazaspiro[3.5]nonane-7-carboxylate C(C)(C)(C)OC(=O)N1CCC2(CN(C2)C=2N=CN=NC2OC2=C(C=C(C=C2)F)C(N(CC(F)(F)F)C(C)C)=O)CC1.ClC1=C(N)C(=CC=C1)N1CCN(CC1)C(C)C